The molecule is an octatriacontapentaenoate that is the conjugate base of (23Z,26Z,29Z,32Z,35Z)-octatriacontapentaenoic acid, obtained by deprotonation of the carboxy group; major species at pH 7.3. It is a conjugate base of a (23Z,26Z,29Z,32Z,35Z)-octatriacontapentaenoic acid. CC/C=C\\C/C=C\\C/C=C\\C/C=C\\C/C=C\\CCCCCCCCCCCCCCCCCCCCCC(=O)[O-]